2-(propanoyloxymethyl)-4-(N-(((1R,8S,9s)-bicyclo[6.1.0]non-4-yn-9-yl)methoxycarbonyl)-beta-alanyl)-1-piperazineacetic acid C(CC)(=O)OCC1N(CCN(C1)C(CCNC(=O)OCC1[C@H]2CCC#CCC[C@@H]12)=O)CC(=O)O